(3-aminopropyl)-1H-imidazole-2-carboxylic acid NCCCN1C(=NC=C1)C(=O)O